C(C)(C)(C)OC(=O)N1CCC(CC1)NC1=NC=C2C(=N1)N(N=C2)CC2CCCCC2.BrC=2C=CC(=C1C=C(N=CC21)Cl)C2OCCC2 8-bromo-3-chloro-5-(tetrahydrofuran-2-yl)isoquinoline tert-butyl-4-((1-(cyclohexylmethyl)-1H-pyrazolo[3,4-d]pyrimidin-6-yl)amino)piperidine-1-carboxylate